2-chloro-N-{2,4-dibromo-3-[(2-chloro-5-fluorophenyl)carbonyl]-6-[(2,2-difluoroethyl)amino]phenyl}acetamide ClCC(=O)NC1=C(C(=C(C=C1NCC(F)F)Br)C(=O)C1=C(C=CC(=C1)F)Cl)Br